(4-(4-amino-5-cyano-1H-pyrazol-1-yl)benzyl)-5-fluoro-2-methoxybenzamide NC=1C=NN(C1C#N)C1=CC=C(CC=2C(=C(C(=O)N)C=C(C2)F)OC)C=C1